trifluoromethylethylene carbonate C1(OC(CO1)C(F)(F)F)=O